C1=CC=CC=2C3=CC=CC=C3NC12 r-carbazole